hafnium dipropoxy bis(ethyl acetoacetate) C(C)CC(CC(=O)OOCCC)=O.C(C)CC(CC(=O)OOCCC)=O.[Hf]